8-(4-((6-bromo-2-(2,6-dioxopiperidin-3-yl)-1,3-dioxoisoindolin-5-yl)methyl)piperazin-1-yl)-9-ethyl-6,6-dimethyl-11-oxo-6,11-dihydro-5H-benzo[b]carbazole-3-carbonitrile BrC1=C(C=C2C(N(C(C2=C1)=O)C1C(NC(CC1)=O)=O)=O)CN1CCN(CC1)C=1C(=CC2=C(C(C=3NC4=CC(=CC=C4C3C2=O)C#N)(C)C)C1)CC